ClC=1C=C2C(=NC(=NC2=C(C1C1=C2C=NNC2=CC=C1C)F)NC1CCN(CC1)C1CC1)N1CCN(CC1)C(C=C)=O (S)-1-(4-(6-chloro-2-(1-cyclopropyl-piperidin-4-ylamino)-8-fluoro-7-(5-methyl-1H-indazol-4-yl)quinazolin-4-yl)piperazin-1-yl)prop-2-en-1-one